ClC=1C=C(C=C(C1)Cl)C#CC1=NNC2=C1C=1N(C(=N2)N2CCC3([C@@H]([C@@H](OC3)C)N)CC2)C=CN1 (3S,4S)-8-(9-((3,5-dichlorophenyl)ethynyl)-7H-imidazo[1,2-c]pyrazolo[4,3-e]pyrimidin-5-yl)-3-methyl-2-oxa-8-azaspiro[4.5]decan-4-amine